FC1=C(C=CC(=C1F)C)CN1C(CCC1=O)CC(=O)O 2-[1-[(2,3-difluoro-4-methylphenyl)methyl]-5-oxopyrrolidin-2-yl]acetic acid